NC1=C(C=CC=C1)N=NC1=CC=C(C=C1)N 2,4'-diaminoazobenzene